(2-((tert-butyldimethylsilyl)oxy)ethyl)-7-chloro-8-fluoro-2-(((2R,7aS)-2-fluorotetrahydro-1H-pyrrolizin-7a(5H)-yl)methoxy)-5-isopropoxypyrido[4,3-d]pyrimidin-4-amine [Si](C)(C)(C(C)(C)C)OCCNC=1C2=C(N=C(N1)OC[C@]13CCCN3C[C@@H](C1)F)C(=C(N=C2OC(C)C)Cl)F